1,3-difluoro-2-(2-fluoro-ethoxy)propane FCC(CF)OCCF